4-{3-[(tert-butyldimethylsilyl)oxy]azetidin-1-yl}-6-chloro-2-cyclopropyl-5-methoxypyrimidine [Si](C)(C)(C(C)(C)C)OC1CN(C1)C1=NC(=NC(=C1OC)Cl)C1CC1